Trans-3a-methoxytetrahydropyrrolo[3,4-c]Pyrrole-2,5(1H,3H)-dicarboxylic acid 2-tert-butyl 5-((3-pivaloyl-5-mono(trifluoromethyl) pyridin-2-yl) methyl) ester C(C(C)(C)C)(=O)C=1C(=NC=C(C1)C(F)(F)F)COC(=O)N1C[C@H]2[C@](C1)(CN(C2)C(=O)OC(C)(C)C)OC